Butyl (5-aminopyridin-2-yl)carbamate NC=1C=CC(=NC1)NC(OCCCC)=O